3-(5-(14-amino-3,6,9,12-tetraoxatetradecyl)-3-methyl-2-oxo-2,3-dihydro-1H-benzo[d]imidazol-1-yl)piperidine-2,6-dione NCCOCCOCCOCCOCCC1=CC2=C(N(C(N2C)=O)C2C(NC(CC2)=O)=O)C=C1